[6-(1-cyclopropylpyrazol-4-yl)morpholin-2-yl]methanol C1(CC1)N1N=CC(=C1)C1OC(CNC1)CO